O.P(=O)([O-])([O-])O.[Na+].[Na+] disodium phosphate salt hydrate